BrCC=1C=C2C(CCC(C2=CC1)(C)C)(C)C 6-(Bromomethyl)-1,1,4,4-tetramethyl-1,2,3,4-tetrahydronaphthalene